BrC1=CC=CC=2N(C(NC21)=O)C2CCN(CC2)C(=O)NC2=CC(=C(C=C2)OC(F)(F)F)Cl 4-(4-bromo-2-oxo-2,3-dihydro-1H-1,3-benzodiazol-1-yl)-N-[3-chloro-4-(trifluoromethoxy)phenyl]piperidine-1-carboxamide